COC1=CC(=CC2=CC=C(C=C12)OC)C1=C(N)C=CC(=C1)C 2-(4,6-dimethoxynaphthalen-2-yl)-4-methylaniline